N1C=NC2=C1C=CC(=C2)C2=NC(=NO2)C2=C(C=CC=C2)OC 5-(1H-benzo[d]imidazol-5-yl)-3-(2-methoxyphenyl)-1,2,4-oxadiazole